4-(Chloromethyl)-2-(trifluoromethyl)chinolin Hydrochlorid Cl.ClCC1=CC(=NC2=CC=CC=C12)C(F)(F)F